ClC1=CC=C(C=C1)[C@@H]1CC[C@H](CC1)C(=O)NC1=CC(=C(C=C1)O)S(=O)(=O)C Trans-4-(4-chlorophenyl)-N-(4-hydroxy-3-(methylsulfonyl)phenyl)cyclohexane-1-carboxamide